FC1=C([C@H](C(=O)Cl)O)C=CC=C1 D-o-fluoromandelic acid chloride